4-[3-[2,6-Dichloro-4-(5-oxa-2,8-diazaspiro[3.5]nonan-2-yl)benzoyl]-2,4-dihydro-1,3-benzoxazin-8-yl]-5-fluoro-2-(3-oxa-8-azabicyclo[3.2.1]oct-8-yl)benzoic acid methyl ester COC(C1=C(C=C(C(=C1)F)C1=CC=CC=2CN(COC21)C(C2=C(C=C(C=C2Cl)N2CC1(C2)OCCNC1)Cl)=O)N1C2COCC1CC2)=O